CC12N(N(C(C(=C1C)C)(C2)C)C(=O)OC(C)(C)C)C(=O)OC(C)(C)C di-tert-butyl 1,4,5,6-tetramethyl-2,3-diaza-bicyclo[2.2.1]hept-5-ene-2,3-dicarboxylate